N-(cyclohexylmethyl)-8-(hydroxymethyl)-4-oxo-chromene-2-carboxamide C1(CCCCC1)CNC(=O)C=1OC2=C(C=CC=C2C(C1)=O)CO